C(C)(=O)OC=1C(=CC(=C2C=CC=NC12)CN1CCCCC1)[N+](=O)[O-] 7-nitro-5-(piperidin-1-ylmethyl)quinolin-8-ol acetate